3-benzyl-quinazoline C(C1=CC=CC=C1)N1CN=C2C=CC=CC2=C1